NC1=CC=C(C(=O)C2=CC(=CC=C2)C(C2=CC=C(C=C2)N)=O)C=C1 1,3-bis(4-aminobenzoyl)benzene